N,N-1,3-phenylenedimaleimide C1=CC(=CC(=C1)N2C(=O)C=CC2=O)N3C(=O)C=CC3=O